N,N,N-trimethyl-cyclohexylammonium hydroxide [OH-].C[N+](C)(C)C1CCCCC1